C(C)(C)(C)OC(=O)N[C@@H]1C[C@H](CC[C@H]1NC(=O)OC(C)(C)C)C(=O)N[C@@H](CC=1C(=C(C(=O)OC(C)(C)C)C=CC1)OC)B1OC2(C3C(C(CC2O1)C3)(C)C)C tert-Butyl 3-((2R)-2-((1S,3R,4R)-3,4-bis(tert-butoxycarbonylamino)cyclohexanecarboxamido)-2-(2,9,9-trimethyl-3,5-dioxa-4-bora-tricyclo[6.1.1.02,6]dec-4-yl)ethyl)-2-methoxybenzoate